C(C)N1N=CC(=C1)CN1C(=NC2=C1C(=CC(=C2)C(=O)OC)OC)C=2N1CCN(C3=CC=CC(C2)=C13)CCCO methyl 1-[(1-ethylpyrazol-4-yl) methyl]-2-[9-(3-hydroxypropyl)-1,9-diazatricyclo[6.3.1.04,12]dodeca-2,4(12),5,7-tetraen-2-yl]-7-methoxy-benzimidazole-5-carboxylate